2-((4-(4-amino-5-(3-fluoro-4-((4-methylpyrimidin-2-yl)oxy)phenyl)-7-methyl-7H-pyrrolo[2,3-d]pyrimidin-6-yl)phenyl)amino)acetonitrile NC=1C2=C(N=CN1)N(C(=C2C2=CC(=C(C=C2)OC2=NC=CC(=N2)C)F)C2=CC=C(C=C2)NCC#N)C